N-(4-Chloro-3-cyano-1H-indol-7-yl)-1-[(1S)-2,2-difluoro-1-(hydroxymethyl)ethyl]pyrazol-4-sulfonamid ClC1=C2C(=CNC2=C(C=C1)NS(=O)(=O)C=1C=NN(C1)[C@H](C(F)F)CO)C#N